6-cyclopropyl-4-(piperazin-1-yl)-2,3-dihydro-1H-pyrrolo[2,3-b]pyridine hydrochloride Cl.C1(CC1)C1=CC(=C2C(=N1)NCC2)N2CCNCC2